FC(C1=NN=C(O1)C=1C=CC(=NC1)CN(C(=O)N1CCS(CC1)(=O)=O)C1=CC=CC=C1)F N-((5-(5-(difluoromethyl)-1,3,4-oxadiazol-2-yl)pyridin-2-yl)methyl)-N-phenylthiomorpholin-4-carboxamide 1,1-dioxide